C(#N)COC1=C(C(=C(C=C1)C1=CN=C2N1C=CN=C2NC2=CC(=C(C(=O)N1CCN(CC1)C(=O)N1C[C@H](NCC1)C(=O)O)C=C2)C)F)F (2S)-4-[4-[4-[[3-[4-(cyanomethoxy)-2,3-difluorophenyl]imidazo[1,2-a]pyrazin-8-yl]amino]-2-methylbenzoyl]piperazine-1-carbonyl]piperazine-2-carboxylic acid